(R)-5-(azetidin-3-ylamino)-N-(1-(3,5-di(thiophen-2-yl)phenyl)ethyl)-2-methylbenzamide N1CC(C1)NC=1C=CC(=C(C(=O)N[C@H](C)C2=CC(=CC(=C2)C=2SC=CC2)C=2SC=CC2)C1)C